(4-(5-aminoisoxazol-3-yl)piperidin-1-yl)(2-(trifluoromethyl)phenyl)methanone NC1=CC(=NO1)C1CCN(CC1)C(=O)C1=C(C=CC=C1)C(F)(F)F